CN(S(=O)(=O)C=1C=C(C(=O)N2CCCC=3C(=CC=CC23)C(=O)OC)C=CC1)C1=CC=CC=C1 methyl 1-(3-(N-methyl-N-phenylsulfamoyl)benzoyl)-1,2,3,4-tetrahydroquinoline-5-carboxylate